N-((S)-2-((6-oxo-5-(trifluoromethyl)-1,6-dihydropyridazin-4-yl)amino)propoxy)-2-(1-(5-(trifluoromethyl)pyrimidin-2-yl)piperidin-4-yl)propanamide O=C1C(=C(C=NN1)N[C@H](CONC(C(C)C1CCN(CC1)C1=NC=C(C=N1)C(F)(F)F)=O)C)C(F)(F)F